FC1=C2C=CC=NC2=C(C(=C1)C(N1CCOCC1)C1=NC=CC=C1F)O 5-fluoro-7-((3-fluoropyridin-2-yl)(morpholino)methyl)quinolin-8-ol